BrCC=1CCCC2N(C1)C1=C(N2)C=CC(=C1)C(F)(F)F 9-bromomethyl-2-trifluoromethyl-6,7-dihydro-5H-benzimidazolo[1,2-a]azepine